(3R)-N-(1-cyclobutylethyl)-1-(6-((4-(6-methoxy-1H-indazol-4-yl)-1H-1,2,3-triazol-1-yl)methyl)pyridazin-3-yl)piperidin-3-amine C1(CCC1)C(C)N[C@H]1CN(CCC1)C=1N=NC(=CC1)CN1N=NC(=C1)C1=C2C=NNC2=CC(=C1)OC